4-amino-1-[(2R,3R,4R,5R)-4-hydroxy-5-(hydroxymethyl)-3-methoxy-tetrahydrofuran-2-yl]pyrimidin-2-one NC1=NC(N(C=C1)[C@@H]1O[C@@H]([C@H]([C@H]1OC)O)CO)=O